Cl.ClC1=NC2=CC=CC=C2N=C1N1CCNCC1 2-chloro-3-piperazin-1-yl-quinoxaline hydrochloride